2-(4-((5-(benzyloxy)-3-fluoro-2-(2-(trifluoromethyl)phenyl)-1H-indol-1-yl)methyl)phenyl)-N-(cyclopropylmethyl)ethan-1-amine C(C1=CC=CC=C1)OC=1C=C2C(=C(N(C2=CC1)CC1=CC=C(C=C1)CCNCC1CC1)C1=C(C=CC=C1)C(F)(F)F)F